O[C@@H]1CN(CC1)C1=C(C=C2C(=N1)N=C(O2)N2CCOCC2)NC(=O)C=2N=C(OC2)C2=CC(=NC=C2)C (S)-N-(5-(3-hydroxypyrrolidin-1-yl)-2-morpholinooxazolo[4,5-b]pyridin-6-yl)-2-(2-methylpyridin-4-yl)oxazole-4-carboxamide